C(C)(C)(C)OC(=O)N1OCCC1C=1SC(=CC1)C#N 3-(5-cyanothiophen-2-yl)-1,2-oxazolidine-2-carboxylic acid tert-butyl ester